NC1=NC=CC(=C1)C[C@@H]1[C@H](N(C1=O)C(=O)N(C)[C@H](CC)C1=CC(=CC=C1)Cl)C(=O)N(C)C1=CC=NN1C (2S,3R)-3-((2-aminopyridin-4-yl)methyl)-N2-(1-methyl-1H-pyrazol-5-yl)-N1-((R)-1-(3-chlorophenyl)propyl)-N1-methyl-N2-methyl-4-oxoazetidine-1,2-dicarboxamide